1,3-dioxoisoindolin-2-yl 4,4-difluorotetrahydro-2H-pyran-3-carboxylate FC1(C(COCC1)C(=O)ON1C(C2=CC=CC=C2C1=O)=O)F